FCCC1=CC=C(C=C1)CCCC(=O)O 4-(4-(2-fluoroethyl)phenyl)butanoic acid